2-(4,4-difluoropiperidin-1-yl)-N-(5-isopropyl-1H-pyrazol-3-yl)-6-methoxy-7-(3-(pyrrolidin-1-yl)propoxy)quinazolin-4-amine FC1(CCN(CC1)C1=NC2=CC(=C(C=C2C(=N1)NC1=NNC(=C1)C(C)C)OC)OCCCN1CCCC1)F